N-[(1s,4s)-4-{[4-cyano-3-(trifluoromethyl)phenyl]amino}cyclohexyl]-1H-pyrrolo[2,3-c]pyridine-3-carboxamide C(#N)C1=C(C=C(C=C1)NC1CCC(CC1)NC(=O)C1=CNC2=CN=CC=C21)C(F)(F)F